FC1=CC(=CC2=CNN=C12)N1CCN(CC1)C(=O)OC(C)(C)C tert-butyl 4-(7-fluoro-2H-indazol-5-yl)piperazine-1-carboxylate